CN(C)CC1=C(C=CC(=N1)NC=1C=CC(=C2CNC(C12)=O)C1=CN=C2N1C=CC(=C2)F)N2CCC(CC2)(COC)O 7-((6-((dimethylamino)-methyl)-5-(4-hydroxy-4-(methoxymeth-yl)piperidin-1-yl)pyridin-2-yl)amino)-4-(7-fluoroimidazo[1,2-a]pyridin-3-yl)isoindolin-1-one